methoxy-N-propyltryptamine CON(CCC1=CNC2=CC=CC=C12)CCC